(S)-2-(4-chlorophenyl)-1-(4-((5R,7R)-7-hydroxy-5-methyl-6,7-dihydro-5H-cyclopenta[d]pyrimidin-4-yl)piperazin-1-yl)-3-(1,4-oxazepan-4-yl)propan-1-one ClC1=CC=C(C=C1)[C@H](C(=O)N1CCN(CC1)C=1C2=C(N=CN1)[C@@H](C[C@H]2C)O)CN2CCOCCC2